1-(4-chlorophenyl)-2-(1-piperidyl)ethanone ClC1=CC=C(C=C1)C(CN1CCCCC1)=O